C(#N)C1=NC=C(C(=C1)C1=CC=2N(C=C1)N=C(C2)NC(=O)C2CC2)OCC2CC(C2)O N-[5-[2-cyano-5-[(3-hydroxycyclobutyl)methoxy]-4-pyridyl]pyrazolo[1,5-a]pyridin-2-yl]cyclopropanecarboxamide